methyl 2-(6-methoxypyridin-3-yl)acetate COC1=CC=C(C=N1)CC(=O)OC